O=C1NC(CCC1NC1=CC(=C(C=C1)N1CCC(CC1)C=O)C(F)(F)F)=O 1-(4-((2,6-dioxopiperidin-3-yl)amino)-2-(trifluoromethyl)phenyl)piperidine-4-carbaldehyde